C(C)(C)(C)OC(=O)N1[C@H](C(NCC1)CC)CC1CC1 (S)-(cyclopropylmethyl)-3-ethylpiperazine-1-carboxylic acid tert-butyl ester